C1(=CC=CC2=CC=CC=C12)C(=O)[O-].[Na+] sodium naphthalenecarboxylate